(2S)-4-[5-[bis(2-chloroethyl)amino]-1-methyl-benzimidazol-2-yl]-2-(tert-butoxycarbonylamino)butanoic acid methyl ester COC([C@H](CCC1=NC2=C(N1C)C=CC(=C2)N(CCCl)CCCl)NC(=O)OC(C)(C)C)=O